2-[[4-[4-Hydroxy-1-piperidinyl]-6-[[(1,1-dioxido-3-oxo-1,2-benzisothiazol-2(3H)-yl)methyl]amino]-2-pyrimidinyl]amino]-4-methyl-5-thiazolecarboxylic acid, ethyl ester OC1CCN(CC1)C1=NC(=NC(=C1)NCN1S(C2=C(C1=O)C=CC=C2)(=O)=O)NC=2SC(=C(N2)C)C(=O)OCC